(6R,8aS)-6-[8-Amino-1-(2-ethoxy-4-{2,2,2-trifluoro-1-hydroxy-1-[3-(trifluoromethyl)phenyl]ethyl}phenyl)imidazo[1,5-a]pyrazin-3-yl]hexahydroindolizin-3(2H)-on NC=1C=2N(C=CN1)C(=NC2C2=C(C=C(C=C2)C(C(F)(F)F)(C2=CC(=CC=C2)C(F)(F)F)O)OCC)[C@H]2CN1C(CC[C@@H]1CC2)=O